FC1(CC(C1)C=1C=CC(=NC1)[C@@H](NC(=O)[C@H]1N(C[C@@H](C1)F)C(CN1C(OC(=N1)C)=O)=O)C1=CC=CC=C1)F (2S,4R)-N-[(S)-[5-(3,3-difluorocyclobutyl)pyridin-2-yl](phenyl)methyl]-4-fluoro-1-[2-(5-methyl-2-oxo-2,3-dihydro-1,3,4-oxadiazol-3-yl)acetyl]pyrrolidine-2-carboxamide